OCCNCCCNC1=C2C3=C(C=NC2=CC=C1)SC1=C(C3=O)C=C(C=C1)C(F)(F)F (3-(2-hydroxyethylamino)propylamino)-10-trifluoromethyl-12H-benzothiopyrano[2,3-c]Quinolin-12-one